2-aminophenethylamine NC1=C(CCN)C=CC=C1